CN[C@@H](CCC)C(=O)O L-N-methyl-norvaline